CC(=O)N[C@@H]1[C@H]([C@@H]([C@H](O[C@H]1O[C@H]2[C@H]([C@H](OC([C@@H]2NC(=O)C)O)CO)O)CO)O[C@H]3[C@@H]([C@H]([C@H]([C@H](O3)CO)O)O)O)O The molecule is a linear amino trisaccharide consisting of a chain of beta-D-galactose, N-acetyl-beta-D-glucosamine and N-acetyl-D-galactosamine residues linked sequentially (1->4) and (1->3). It has a role as an epitope. It is an amino trisaccharide, a glucosamine oligosaccharide and a galactosamine oligosaccharide.